Ethyl 2-(4-((4-(3-ethoxy-4-(trifluoromethyl)benzyl)piperazin-1-yl)methyl)-2,6-dimethylphenoxy)-2-methylpropanoate C(C)OC=1C=C(CN2CCN(CC2)CC2=CC(=C(OC(C(=O)OCC)(C)C)C(=C2)C)C)C=CC1C(F)(F)F